(rac)-6-oxaspiro[3.4]octan-7-ylmethyl 4-methylbenzenesulfonate CC1=CC=C(C=C1)S(=O)(=O)OC[C@@H]1OCC2(CCC2)C1 |r|